OCCN(C1=NC(=NC=C1)CN1C(C=C(C=C1)C1=NN(C2=CC=CC=C12)C1=CC=C(C=C1)C(F)(F)F)=O)C 1-((4-((2-hydroxyethyl)(methyl)amino)pyrimidin-2-yl)methyl)-4-(1-(4-(trifluoromethyl)phenyl)-1H-indazol-3-yl)pyridin-2(1H)-one